methyl (S)-2-(((benzyloxy) carbonyl) amino)-4-oxobutyrate C(C1=CC=CC=C1)OC(=O)N[C@H](C(=O)OC)CC=O